3-(3,5-dimethyladamantan-1-yl)-1-methylimidazolium bromide [Br-].CC12CC3(CC(CC(C1)(C3)C)C2)[N+]2=CN(C=C2)C